C(=O)O.N1(C=NC=C1)CCCNC(=O)C1=CC2=C(N3C(S2)=NC(=C3)C3=CC=C(C=C3)C(NC)=O)C=C1.N1(C=NC=C1)CCCNC(=O)C1=CC3=C(N2C(S3)=NC(=C2)C2=CC=C(C=C2)C(NC)=O)C=C1 N-(3-(1H-imidazol-1-yl)propyl)-2-(4-(methylcarbamoyl)phenyl)benzo[d]imidazo[2,1-b]thiazole-7-carboxamide hemiformate